FC(C1=CC=C(C=N1)NC(=O)C1=NC=CC(=N1)N1C=NC=C1)F N-(6-(difluoromethyl)pyridin-3-yl)-4-(1H-imidazol-1-yl)pyrimidine-2-carboxamide